1-(2,6-dioxopiperidin-3-yl)-3-methyl-2-oxo-2,3-dihydro-1H-benzo[d]-imidazole-4-carbaldehyde O=C1NC(CCC1N1C(N(C2=C1C=CC=C2C=O)C)=O)=O